2H-[1,2'-bipyridin]-2-one N1(C(C=CC=C1)=O)C1=NC=CC=C1